tert-butyl N-ethyl-N-[1-[7-[(6-methoxy-2-methyl-indazol-5-yl) carbamoyl]-1H-indol-4-yl]-4-piperidyl]carbamate C(C)N(C(OC(C)(C)C)=O)C1CCN(CC1)C1=C2C=CNC2=C(C=C1)C(NC1=CC2=CN(N=C2C=C1OC)C)=O